ClC1=CC=C(C=C1)C1=CC=C(N=N1)N 6-(4-chlorophenyl)pyridazin-3-amine